C(CCCCCCCCCCC)SSSC(C(=O)O)=C(C)C dodecyl-trithiodimethyl-acrylic acid